FC(C(=O)O)(F)F.O[C@H]1CC[C@H](NC1)C(=O)OCC ethyl (2S,5S)-5-hydroxypiperidine-2-carboxylate 2,2,2-trifluoroacetate